ClCC=1C=CC(=C(C#N)C1)OCC1CCN(CC1)S(=O)(=O)C 5-(chloromethyl)-2-((1-(methylsulfonyl)piperidin-4-yl)methoxy)benzonitrile